CN1N=C(C(=C1OC(C)[C@@H]1N(CCC1)C(=O)OC(C)(C)C)C=1C=C2C(=CN1)N(N=C2C=C)C2OCCCC2)C tert-butyl (2R)-2-[1-[2,5-dimethyl-4-(1-tetrahydropyran-2-yl-3-vinyl-pyrazolo[3,4-c]pyridin-5-yl)pyrazol-3-yl]oxyethyl]pyrrolidine-1-carboxylate